C(C)(C)(C)N(C(O)=O)C1CC2=CC(=CC(=C2C1)C#N)Cl.ClC1=CC(=C2C[C@H](CC2=C1)NC(OC(C)(C)C)=O)C#N (S)-tert-butyl (6-chloro-4-cyano-2,3-dihydro-1H-inden-2-yl)carbamate tert-butyl-(6-chloro-4-cyano-2,3-dihydro-1H-inden-2-yl)carbamate